(Z)-1-(3-(2-isopropyl-5-methylphenyl)-4-oxothiazolidin-2-ylidene)-3-(4-(4-(1-(4-(trifluoromethoxy)phenyl)-1H-1,2,4-triazol-3-yl)phenyl)but-3-yn-1-yl)urea C(C)(C)C1=C(C=C(C=C1)C)N1/C(/SCC1=O)=N/C(=O)NCCC#CC1=CC=C(C=C1)C1=NN(C=N1)C1=CC=C(C=C1)OC(F)(F)F